C(=O)OC1=C(C=CC(=C1)C=1N=CC=2N(C1)C=CN2)C2=NC=C(N=C2)NC2CC(NC(C2)(C)C)(C)C 5-(imidazo[1,2-a]pyrazin-6-yl)-2-{5-[(2,2,6,6-tetramethylpiperidin-4-yl)amino]pyrazin-2-yl}phenol formate